(S)-methyl 2-amino-4,4-dimethylpentanoate hydrochloride Cl.N[C@H](C(=O)OC)CC(C)(C)C